COC[C@H]1CN(C[C@@H](N1)C)C=1C=C(C=C2C(=NC(=NC12)C)C=1N=NN(C1)C)S(=O)(=O)NC1(CC1)C 8-((3R,5S)-3-(methoxymethyl)-5-methylpiperazin-1-yl)-2-methyl-4-(1-methyl-1H-1,2,3-triazol-4-yl)-N-(1-methylcyclopropyl)quinazoline-6-sulfonamide